(8S)-7-[2-[[4-(2-fluoro-4-methylsulfonyl-phenyl)benzoyl]amino]acetyl]-1,4-dioxa-7-azaspiro[4.4]nonane-8-carboxylic acid FC1=C(C=CC(=C1)S(=O)(=O)C)C1=CC=C(C(=O)NCC(=O)N2CC3(OCCO3)C[C@H]2C(=O)O)C=C1